5,5-dimethyl-7-oxo-1-(tetrahydro-2H-pyran-2-yl)-4,5,6,7-tetrahydro-1H-indazole-3-carboxylic acid ethyl ester C(C)OC(=O)C1=NN(C=2C(CC(CC12)(C)C)=O)C1OCCCC1